tert-butyl (5-bromo-3-(3-(2-oxo-2,3-dihydro-1H-benzo[d]imidazol-5-yl)isoxazol-5-yl)pyrazin-2-yl)(tert-butoxycarbonyl)carbamate BrC=1N=C(C(=NC1)N(C(OC(C)(C)C)=O)C(=O)OC(C)(C)C)C1=CC(=NO1)C1=CC2=C(NC(N2)=O)C=C1